C1=C(C=CC2=CC=CC=C12)CN1CC=2C(CC1)=NN(C2O)C2=NC=C(C=C2)C(F)(F)F 5-(naphthalen-2-ylmethyl)-2-(5-(trifluoromethyl)pyridin-2-yl)-4,5,6,7-tetrahydro-2H-pyrazolo[4,3-c]pyridin-3-ol